(R)-(6,7-dichloro-1-methyl-1,3,4,5-tetrahydro-2H-pyrido[4,3-b]indol-2-yl)(4-hydroxypyrimidin-2-yl)methanone ClC1=C(C=CC=2C3=C(NC12)CCN([C@@H]3C)C(=O)C3=NC=CC(=N3)O)Cl